CN1CCN(CC1)C1=CC(=C(OC2OCC2C#N)C=C1)[N+](=O)[O-] (4-(4-methylpiperazin-1-yl)-2-nitrophenoxy)oxetan-3-carbonitrile